C1(CC1)C(=O)OCC=1SC(=NN1)C1=CC=C(C=C1)N1CCC(CC1)OC1=C(C=CC(=C1)F)Cl (5-(4-(4-(2-chloro-5-fluorophenoxy)piperidin-1-yl)phenyl)-1,3,4-thiadiazol-2-yl)methyl cyclopropanecarboxylate